5-amino-2-bromo-4-methylbenzoate NC=1C(=CC(=C(C(=O)[O-])C1)Br)C